1-(2,2-difluoroethyl)-6-(5-(3-(trifluoromethyl)pyridin-1-yl)-4,5,6,7-tetrahydro-2H-pyrazolo[4,3-c]pyridin-2-yl)-1H-pyrazolo[3,4-b]pyrazine FC(CN1N=CC=2C1=NC(=CN2)N2N=C1C(CN(CC1)N1CC(=CC=C1)C(F)(F)F)=C2)F